C1CC12NCCN(C2)C2=CC(=C(C=C2)NC(=O)C=2C(=CC=1N(C2)C=C(N1)C)OCC)F N-(4-4,7-diazaspiro[2.5]oct-7-yl-2-fluorophenyl)-7-ethoxy-2-methylimidazo[1,2-a]pyridine-6-carboxamide